Tert-butyl N-[5-(chloromethyl)-1-methylimidazol-4-yl]-N-methylcarbamate ClCC1=C(N=CN1C)N(C(OC(C)(C)C)=O)C